N-(2-(4,4-difluorocyclohexyl)-4-(2,5-difluorophenyl)pyridin-3-yl)-2-(3-methoxyazetidin-1-yl)pyrimidine-5-carboxamide FC1(CCC(CC1)C1=NC=CC(=C1NC(=O)C=1C=NC(=NC1)N1CC(C1)OC)C1=C(C=CC(=C1)F)F)F